CC1=CC(=CC(=C1O)C(C)(C)C)CCC(=O)OCCOCCOCCOC(=O)CCC2=CC(=C(C(=C2)C)O)C(C)(C)C triethylene glycol bis(3-tert-butyl-4-hydroxy-5-methylphenyl)propionate